C(C1=CC=C(NCC2CNC=3N=C(N)NC(=O)C3C2)C=C1)(=O)N[C@@H](CCS)C(=O)O (5-deaza-5,6,7,8-tetrahydropteroyl)-L-homocysteine